ClC=1C(=CC(=C(C1)NC=1C2=C(N=CN1)C=CC(=N2)N2[C@@H]1CN([C@H](C2)C1)C(C=C)=O)F)OC1=NN(C=C1)C 1-((1S,4S)-5-(4-((5-Chloro-2-fluoro-4-((1-methyl-1H-pyrazol-3-yl)oxy)phenyl)amino)pyrido[3,2-d]pyrimidin-6-yl)-2,5-diazabicyclo[2.2.1]heptan-2-yl)prop-2-en-1-one